N-(thiophen-2-ylmethyl)glycine ethyl ester C(C)OC(CNCC=1SC=CC1)=O